N1C=C(C2=NC=CC=C21)B(O)O 1H-PYRROLO[3,2-B]PYRIDINE-3-BORONIC ACID